(E)-N-(2,4-dimethylphenyl)-2,2,2-trifluoro-N'-(3-methoxybenzylidene)acetohydrazide CC1=C(C=CC(=C1)C)N(/N=C/C1=CC(=CC=C1)OC)C(C(F)(F)F)=O